3,3-diethoxypropane-1-amine C(C)OC(CCN)OCC